2-(7-(4-isopropylphenyl)-9-(pyridin-2-yl)-5,6-dihydrobenzo[h]quinolin-2-yl)phenol C(C)(C)C1=CC=C(C=C1)C1=CC(=CC2=C1CCC=1C=CC(=NC21)C2=C(C=CC=C2)O)C2=NC=CC=C2